2-(allyloxy)-1,1,2,2-tetrafluoroethane-1-sulfonamide C(C=C)OC(C(S(=O)(=O)N)(F)F)(F)F